cis-tert-butyl 5-oxo-hexahydrocyclopenta[c]pyrrole-2(1H)-carboxylate O=C1C[C@@H]2[C@@H](CN(C2)C(=O)OC(C)(C)C)C1